(1R)-1-[2-[[6-[1-(2-hydroxyethyl)azetidin-3-yl]-7,8-dihydro-5H-1,6-naphthyridin-2-yl]amino]-8-piperidin-1-ylpyrido[3,4-d]pyrimidin-6-yl]ethanol methyl-tetradecanate CC(C(=O)O[C@H](C)C1=CC2=C(N=C(N=C2)NC2=NC=3CCN(CC3C=C2)C2CN(C2)CCO)C(=N1)N1CCCCC1)CCCCCCCCCCCC